N-(4-(2,2,2-trifluoroethyl)cyclohexyl)-5,6-dihydrobenzo[f]imidazo[1,5-d][1,4]oxazepine-10-carboxamide FC(CC1CCC(CC1)NC(=O)C=1C=CC2=C(C=3N(CCO2)C=NC3)C1)(F)F